(N,N-dimethylamino)butanoic acid CN(C)C(C(=O)O)CC